O=C1NC(CCC1N1C(C2=CC=CC(=C2C1=O)NC1CCNCC1)=O)=O 2-(2,6-dioxopiperidin-3-yl)-4-(piperidin-4-ylamino)isoindoline-1,3-dione